(S)-4-(7-bromo-2,6-dichloroquinazolin-4-yl)-2-(cyanomethyl)piperazine-1-carboxylic acid tert-butyl ester C(C)(C)(C)OC(=O)N1[C@H](CN(CC1)C1=NC(=NC2=CC(=C(C=C12)Cl)Br)Cl)CC#N